α,α',α'',α'''-tetramethyl-1,4,7,10-tetraazacyclododecane-1,4,7,10-tetraacetic acid CC(C(=O)O)N1CCN(CCN(CCN(CC1)C(C(=O)O)C)C(C(=O)O)C)C(C(=O)O)C